N1,N1-diethyl-2,6-dinitro-4-trifluoromethyl-m-phenylenediamine CCN(CC)C1=C(C=C(C(=C1[N+](=O)[O-])N)C(F)(F)F)[N+](=O)[O-]